2-bromo-1-(1-methyl-2-oxabicyclo[2.2.1]heptan-4-yl)ethan-1-one BrCC(=O)C12COC(CC1)(C2)C